COC1=CC=C(CN2C3=NC(=NC(=C3N=C2)OC2=CC=CC=C2)C2=NC(=CC=C2)C)C=C1 9-(4-methoxybenzyl)-2-(6-methylpyridin-2-yl)-6-phenoxy-9H-purine